C(C)(C)(C)C1N(C[C@H]2[C@@H]1C[C@H](C2)CS(=O)(=O)Cl)C(=O)O[C@H]2CN(CC[C@@H]2OCCOC)C2=NC=CC(=N2)N |&1:20,25| trans-racemic-(3S,4S)-1-(4-aminopyrimidin-2-yl)-4-(2-methoxyethoxy)piperidin-3-ol tert-butyl-(3aR,5s,6aS)-5-((chlorosulfonyl)methyl)hexahydrocyclopenta[c]pyrrole-2(1H)-carboxylate